2-Oxo-9-methylthiononanoic acid O=C(C(=S)O)CCCCCCCC